CN(C)CC1=C(C=CC=C1)C=1C=C(SC1)[C@@H](C)NC=1C2=C(N=C(N1)C)CCN(C2)C2CCN(CC2)C(C)=O (R)-1-(4-(4-((1-(4-(2-((dimethylamino)methyl)phenyl)thiophen-2-yl)ethyl)amino)-2-methyl-7,8-Dihydropyrido[4,3-d]pyrimidin-6(5H)-yl)piperidin-1-yl)ethan-1-one